OC(C(=O)N1CC2=C(N=C(NC2=O)C2(CC2)C2=CC=CC=C2)CC1)C1=CC(=CC=C1)OC(F)(F)F 6-(2-hydroxy-2-(3-(trifluoromethoxy)phenyl)acetyl)-2-(1-phenylcyclopropyl)-5,6,7,8-tetrahydropyrido[4,3-d]pyrimidin-4(3H)-one